CC=1OC2=C(C1C(=O)OCC)C=C(C=C2)C2C(C2)(C2=NC=CC=C2)C ethyl 2-methyl-5-(2-methyl-2-(pyridin-2-yl)cyclopropyl)benzofuran-3-carboxylate